C(C)(C)C1=C(C2=C(C(=N1)OC)CCC2)NC(=O)N=[S@](=O)(N)C=2C=NN1C2OCCC1 (R)-N'-((3-isopropyl-1-methoxy-6,7-dihydro-5H-cyclopenta[c]pyridin-4-yl)carbamoyl)-6,7-dihydro-5H-pyrazolo[5,1-b][1,3]oxazine-3-sulfonimidamide